Pyrido[3,2-c]Pyridazin-4-amine N1=NC=C(C2=C1C=CC=N2)N